N-(4-(cis-bicyclo[3.1.0]hexan-3-yloxy)-3,5-difluorophenyl)-5-(2-fluoroethyl)-2-(3-methoxy-3-methylazetidin-1-yl)oxazole-4-carboxamide C12CC(CC2C1)OC1=C(C=C(C=C1F)NC(=O)C=1N=C(OC1CCF)N1CC(C1)(C)OC)F